FC(C1=C(C=CC=C1)N1C=NC=C1)(F)F 1-[2-(trifluoromethyl)phenyl]imidazole